C1(CC1)[C@@H](\C=C\S(=O)(=O)C)NC(=O)C=1C(=NC(=NC1)C(F)(F)C1CC1)OC1=CC=CC=C1 (S,E)-N-(1-cyclopropyl-3-(methylsulfonyl)allyl)-2-(cyclopropyldifluoromethyl)-4-phenoxypyrimidine-5-carboxamide